(S)-1-(3-chloro-4-fluorophenyl)-3-(1-(7,8-difluoro-1-oxo-1,2-dihydroisoquinolin-4-yl)ethyl)urea ClC=1C=C(C=CC1F)NC(=O)N[C@@H](C)C1=CNC(C2=C(C(=CC=C12)F)F)=O